COC=1C=C2C(=NC=NC2=CC1OC)OC1=CC=C(N)C=C1 4-((6,7-dimethoxyquinazolin-4-yl)oxy)aniline